C(C)OC(=O)C1=NC2=CC=C(C=C2C=C1N)Cl 3-Amino-6-chloroquinoline-2-carboxylic acid ethyl ester